8-fluoro-4-(piperazin-1-yl)quinoline FC=1C=CC=C2C(=CC=NC12)N1CCNCC1